C(C=C\C=C\CCCCC)=O 4E-decadienal